N[11C@@H](CC(C)C)C(=O)O [11C]leucine